bromo-(3-fluoro-5-methoxy-phenyl)magnesium Br[Mg]C1=CC(=CC(=C1)OC)F